C(#N)C1=CC=C(C=C1)N(C(=N)N)CC1=C2C(=CC=C1)OCO2 N-(4-cyanophenyl)-N-(2,3-methylenedioxybenzyl)guanidine